C(C)(C)O[Zr](C(CC(=O)COCC)=O)(C(CC(=O)COCC)=O)C(CC(=O)COCC)=O mono-isopropoxy-tris(ethoxyacetoacetyl)zirconium